1-methyl-5,6-dihydro-4H-pyrimidin CN1C=NCCC1